5-methoxy-2-(3-methyl-1H-pyrazol-4-yl)-4-(2-(oxetan-3-ylmethyl)-2,8-diazaspiro[4.5]decan-8-yl)pyrido[3,4-d]pyrimidine COC1=CN=CC=2N=C(N=C(C21)N2CCC1(CCN(C1)CC1COC1)CC2)C=2C(=NNC2)C